hydroxyl-ethyl-methylacrylate OC(=C(C(=O)[O-])C)CC